(S)-(2-(Benzyloxy)-4-(difluoromethyl)-6-hydroxyphenyl)(6-(1-methyl-1H-imidazol-5-yl)-8-((tetrahydrofuran-3-yl)amino)-3,4-dihydroisoquinolin-2(1H)-yl)methanone C(C1=CC=CC=C1)OC1=C(C(=CC(=C1)C(F)F)O)C(=O)N1CC2=C(C=C(C=C2CC1)C1=CN=CN1C)N[C@@H]1COCC1